CSC1=C(C=C2CCN(CC2=C1)C(C(F)(F)F)=O)NC1=NC=C(C(=N1)C1=CC=2C(NCCC2S1)=O)C(F)(F)F 2-(2-((7-(Methylthio)-2-(2,2,2-trifluoroacetyl)-1,2,3,4-tetrahydroisoquinolin-6-yl)amino)-5-(trifluoromethyl)pyrimidin-4-yl)-6,7-dihydrothieno[3,2-c]pyridin-4(5H)-one